4-{[(trifluoromethanesulfonyl)oxy]Methyl}piperidine-1-carboxylic acid tert-butyl ester C(C)(C)(C)OC(=O)N1CCC(CC1)COS(=O)(=O)C(F)(F)F